8-(4-methoxy-3-(trifluoromethyl)phenyl)-1-(4-(piperazin-1-yl)-3-(trifluoromethyl)phenyl)-5-(2-(Pyrrol-1-yl)ethyl)-1,5-dihydro-4H-[1,2,3]triazolo[4,5-c]quinolin-4-one COC1=C(C=C(C=C1)C1=CC=2C3=C(C(N(C2C=C1)CCN1C=CC=C1)=O)N=NN3C3=CC(=C(C=C3)N3CCNCC3)C(F)(F)F)C(F)(F)F